N-(4-(aminomethyl)piperidin-1-yl)-5-chlorobenzofuran-2-carboxamide NCC1CCN(CC1)NC(=O)C=1OC2=C(C1)C=C(C=C2)Cl